2,3-diaminopropanesulfonic acid NC(CS(=O)(=O)O)CN